C(C=C)N1N(C2=NC(=NC=C2C1=O)NC1=CC(=C(C=C1)N1CCN(CC1)C)C)C1=CC=CC(=N1)S(=O)(=O)N 6-(2-allyl-6-((3-methyl-4-(4-methylpiperazin-1-yl)phenyl)amino)-3-oxo-2,3-dihydro-1H-pyrazolo[3,4-d]pyrimidin-1-yl)pyridine-2-sulfonamide